CC=1C=CC=C(C1)C1=CC=CC=C1 5-methyl-[1,1'-biphenyl]